4-(5-chloro-3-methyl-2-(piperidin-1-ylmethyl)-3H-imidazo[4,5-b]pyridin-7-yl)morpholine ClC1=CC(=C2C(=N1)N(C(=N2)CN2CCCCC2)C)N2CCOCC2